N-(2-ethynyl-thiazol-4-yl)-4-(3'-(2-oxoimidazolidin-1-yl)-[1,1'-biphenyl]-4-yl)piperazine-1-carboxamide C(#C)C=1SC=C(N1)NC(=O)N1CCN(CC1)C1=CC=C(C=C1)C1=CC(=CC=C1)N1C(NCC1)=O